C1(=CC=C(C=C1)C=1C=CC2=C(C1)C=1N=CN=C(C1O2)C2(CC(=CC=C2)C2=CC=CC=C2)C=2C=CC=1N(C3=CC=CC=C3C1C2)C2=CC=CC=C2)C2=CC=CC=C2 8-(1,1'-biphenyl-4-yl)-4-[3-(9-phenyl-9H-carbazol-3-yl)biphenyl-3-yl]-benzofuro[3,2-d]pyrimidine